C[C@@H]1CN(C[C@@H](O1)C=1C=NNC1)C1=NC(=NC=C1)C1=CN=C2N1C=C(C=C2)OC(F)(F)F (2R,6S)-2-methyl-6-(1H-pyrazol-4-yl)-4-(2-(6-(trifluoromethoxy)imidazo[1,2-a]pyridin-3-yl)pyrimidin-4-yl)morpholine